5-{2-amino-[1,2,4]triazolo[1,5-a]pyridin-7-yl}-N-{[2-(difluoromethoxy)phenyl]methyl}-2-ethoxypyridine-3-carboxamide NC1=NN2C(C=C(C=C2)C=2C=C(C(=NC2)OCC)C(=O)NCC2=C(C=CC=C2)OC(F)F)=N1